4-(1-hydroxy-1-(4-methoxyphenyl)propyl)benzonitrile OC(CC)(C1=CC=C(C=C1)OC)C1=CC=C(C#N)C=C1